1-(2,6-dichlorophenyl)-N-(4-(3-(pyridin-4-ylmethyl)ureido)phenyl)methanesulfonamide ClC1=C(C(=CC=C1)Cl)CS(=O)(=O)NC1=CC=C(C=C1)NC(=O)NCC1=CC=NC=C1